C(C)(C)(C)C1=NN(C(=C1)NC(=O)NC1=C(C=C(C=C1F)OC1=C2C(=NC=C1)NC=C2Cl)F)C2=CC=CC=C2 1-(3-(tert-butyl)-1-phenyl-1H-pyrazol-5-yl)-3-(4-((3-chloro-1H-pyrrolo(2,3-b)pyridin-4-yl)oxy)-2,6-difluorophenyl)urea